(Z)-N-(2-(diethylamino)ethyl)-5-((5-fluoro-2-oxo-1-(piperazine-1-carbonyl)indol-3-ylidene)methyl)-2,4-dimethyl-1H-pyrrole-3-carboxamide C(C)N(CCNC(=O)C1=C(NC(=C1C)\C=C\1/C(N(C2=CC=C(C=C12)F)C(=O)N1CCNCC1)=O)C)CC